C(CCCCCCC)NC(OC1=CC(=C(C=C1)SC)C=1C=NC=C(C1)C=1OC=NN1)=O 3-(5-(1,3,4-oxadiazol-2-yl)pyridin-3-yl)-4-(methylthio)phenyl octylcarbamate